CNC=1N=CC(=C2C=C(N=CC12)NC(=O)C1CC1)C1=CC=C(C=C1)OCC1=CC=NC=C1 N-(8-(methylamino)-5-(4-(pyridin-4-ylmethoxy)phenyl)-2,7-naphthyridin-3-yl)cyclopropanecarboxamide